CN(C)N1C(=CC=2C1=NC=C(C2)C(=O)O)C (Dimethylamino)-2-methyl-1H-pyrrolo[2,3-b]pyridine-5-carboxylic acid